Methyl 5-amino-2-(2-cyclopentyl-1,3-thiazol-5-yl)benzoate NC=1C=CC(=C(C(=O)OC)C1)C1=CN=C(S1)C1CCCC1